FC1(CC(C1)CN1N=CC(=C1)C1=NC2=C(C(=CC=C2N=C1)OC=1C=CC2=C(NC(=N2)C)C1)C=1COC(C1)(C)C)F 2-{1-[(3,3-difluorocyclobutyl)methyl]-1H-pyrazol-4-yl}-8-(5,5-dimethyl-2,5-dihydrofuran-3-yl)-7-[(2-methyl-1H-1,3-benzodiazol-6-yl)oxy]quinoxaline